C1(=CC=CC=C1)[C@@H](CO)O (1S)-1-phenylethane-1,2-diol